(S)-2-(4-(6-((5-(1-(difluoromethyl)-1H-pyrazol-4-yl)thiazol-2-yl)methoxy)pyridin-2-yl)-2,5-difluorobenzyl)-1-(oxetan-2-ylmethyl)-1H-benzo[d]imidazole-6-carboxylic acid FC(N1N=CC(=C1)C1=CN=C(S1)COC1=CC=CC(=N1)C1=CC(=C(CC2=NC3=C(N2C[C@H]2OCC2)C=C(C=C3)C(=O)O)C=C1F)F)F